C[C@@]1(N(C[C@@H](C1)OC1=CC=C(C=C1)C)C(=O)O)C(=O)O 2-methyl-(2s,4r)-4-(p-tolyloxy)pyrrolidine-1,2-dicarboxylic acid